4'-((3-butyl-1-(2-chlorophenyl)-5-oxo-1,5-dihydro-4H-1,2,4-triazol-4-yl)methyl)-N-(4,5-dimethylisoxazol-3-yl)-2'-(ethoxymethyl)-5-fluoro-[1,1'-biphenyl]-2-sulfonamide C(CCC)C1=NN(C(N1CC1=CC(=C(C=C1)C=1C(=CC=C(C1)F)S(=O)(=O)NC1=NOC(=C1C)C)COCC)=O)C1=C(C=CC=C1)Cl